NC1=NN(C(=C1)C)[C@@H](C#N)C (R)-2-(3-Amino-5-methyl-1H-pyrazol-1-yl)propanenitrile